ethoxyhafnium trichloride [Cl-].[Cl-].[Cl-].C(C)O[Hf+3]